BrC1=C(C=C(C=C1)I)C(C#CC)=O 1-(2-bromo-5-iodophenyl)but-2-yn-1-one